ethyl 2-(2-((7-(3-(aminomethyl)phenyl)-3-fluorobenzofuran-5-yl)methoxy)phenyl)acetate NCC=1C=C(C=CC1)C1=CC(=CC=2C(=COC21)F)COC2=C(C=CC=C2)CC(=O)OCC